((cyclopent-3-enoxy)methyl)benzene C1(CC=CC1)OCC1=CC=CC=C1